C(#N)N=C(NC1(CC1)[C@H](CC1=CC=C(C=C1)O)N(C)C)NC1COC2=CC=CC(=C2C1)F 2-Cyano-1-(1-((S)-1-(dimethylamino)-2-(4-hydroxyphenyl)ethyl)cyclopropyl)-3-(5-fluoro-chroman-3-yl)guanidine